(Z)-3-(3-(3-(pentafluoro-sulfaneyl)-5-(trifluoromethyl)phenyl)-1H-1,2,4-triazol-1-yl)-N'-(thiazol-2-yl)acrylohydrazide FS(C=1C=C(C=C(C1)C(F)(F)F)C1=NN(C=N1)\C=C/C(=O)NNC=1SC=CN1)(F)(F)(F)F